3,5-difluoro-4-pyridinepropionic acid FC=1C=NC=C(C1CCC(=O)O)F